COC(C1=C(C=C(C(=C1)F)Br)C)=O 4-Bromo-5-fluoro-2-methylbenzoic acid methyl ester